1,1,1-trifluoromethyl-decyne FCC(C#CCCCCCCC)(CF)CF